3-(2,4-dichlorophenyl)-6-fluoro-2-[1,2,4]-triazol-1-yl-3H-quinazolin-4-one ClC1=C(C=CC(=C1)Cl)N1C(=NC2=CC=C(C=C2C1=O)F)N1N=CN=C1